N1C(=NC2=C1C=CC=C2)C2=CC(=NN2CC2=CC=C(C=C2)OC)NC(=O)C2=NC=C(N=C2)N2CCN(CC2)C N-[5-(1H-benzimidazol-2-yl)-1-[(4-methoxyphenyl)methyl]pyrazol-3-yl]-5-(4-methylpiperazin-1-yl)pyrazine-2-carboxamide